2'-((6-((5-(4-methylpiperazin-1-yl)pyridin-2-yl)amino)pyrimidin-4-yl)amino)spiro[cyclohexane-1,4'-thieno[2,3-c]pyrrol]-6'(5'H)-one CN1CCN(CC1)C=1C=CC(=NC1)NC1=CC(=NC=N1)NC1=CC2=C(C(NC23CCCCC3)=O)S1